FC(C)(F)C=1C=C(C=CC1)NC(=O)C1C(=NN(C1=O)C1=CC=C(C=C1)C1=NN=NN1CC1=CC=C(C=C1)OC)C N-[3-(1,1-difluoroethyl)phenyl]-1-[4-[1-[(4-methoxyphenyl)methyl]tetrazol-5-yl]phenyl]-3-methyl-5-oxo-4H-pyrazole-4-carboxamide